BrC1=C(C(=C(C=C1)N1C(CN(CC1)C(=O)N1CCCC1)C)F)F (4-(4-bromo-2,3-difluorophenyl)-3-methylpiperazin-1-yl)(pyrrolidin-1-yl)methanone